[Cl-].C1(=CC=CC=C1)SCCCC(=O)NC1=C([NH3+])C=CC=C1 2-[4-(phenylsulfanyl)butanamido]anilinium chloride